C1CC2C3CC(C2C1CO)CC3CO Tricyclodecanedimethanol